ClC1=C(C=C2C=C(NC2=C1)C=1C=CC(=NC1)N1CC(C1)(O)C)C=1C=NC=C(C1)OC 1-(5-(6-chloro-5-(5-methoxypyridin-3-yl)-1H-indol-2-yl)pyridin-2-yl)-3-methylazetidin-3-ol